C(C)OC1=NC=CC=C1C1=NC(=C(C=C1)N1[C@@H](CN(CC1)C(=O)OC(C)(C)C)CC)O[C@H]1CN(CC1)C tert-butyl (3R)-4-(2'-ethoxy-6-{[(3R)-1-methylpyrrolidin-3-yl]oxy}-[2,3'-bipyridin]-5-yl)-3-ethylpiperazine-1-carboxylate